C(CCC)[C@]1(CS(C2=C(N(C1)C1=CC=C(C=C1)F)C=C(C(=C2)O)SC)(=O)=O)C |r| racemic-3-butyl-5-(4-fluorophenyl)-8-hydroxy-3-methyl-7-(methylthio)-2,3,4,5-tetrahydro-1,5-benzothiazepine 1,1-dioxide